COC=1C=CC=2N(N1)N=CC2B(O)O {6-methoxypyrazolo[1,5-b]pyridazin-3-yl}boronic acid